3-(diethylphosphoryl)propan-1-ol C(C)P(=O)(CC)CCCO